24-[cyclopropyl(hydroxy)methyl]-5α-cholan-3β-ol C1(CC1)C(CCC[C@@H](C)[C@H]1CC[C@H]2[C@@H]3CC[C@H]4C[C@H](CC[C@]4(C)[C@H]3CC[C@]12C)O)O